(S)-N-(5-methyl-4-oxo-8-(3-oxa-9-azaspiro[5.5]undecan-9-yl)-2,3,4,5-tetrahydrobenzo[b][1,4]oxazepin-3-yl)-4-phenoxypyridineamide CN1C2=C(OC[C@@H](C1=O)NC(=O)C1=NC=CC(=C1)OC1=CC=CC=C1)C=C(C=C2)N2CCC1(CCOCC1)CC2